methyl 17-(di-tert-butoxyphosphoryl)heptadecanoate C(C)(C)(C)OP(=O)(OC(C)(C)C)CCCCCCCCCCCCCCCCC(=O)OC